(9Z,28Z)-heptatriaconta-9,28-dien-19-yl 4-((2-hydroxy-6-(1H-pyrrole-3-carboxamido)hexyl)(methyl) amino)butanoate OC(CN(CCCC(=O)OC(CCCCCCCC\C=C/CCCCCCCC)CCCCCCCC\C=C/CCCCCCCC)C)CCCCNC(=O)C1=CNC=C1